C(C)(C)(C)OC(=O)N[C@H](C(=O)O)C1CC(C1)(F)F (S)-2-((tert-butoxycarbonyl)amino)-2-(3,3-difluorocyclobutyl)acetic acid